CC=1C=C(C=CC1C)N1C(CCC1)=O 1-(3,4-dimethylphenyl)pyrrolidin-2-one